(R)-(3-aminopiperidin-1-yl)(2-(1-(cyclopropylmethyl)-1H-indol-2-yl)-6-(cyclopropylsulfonyl)-5,6-dihydro-4H-imidazo[1,5,4-de]quinoxalin-8-yl)methanone N[C@H]1CN(CCC1)C(=O)C=1C=C2C=3N(CCN(C3C1)S(=O)(=O)C1CC1)C(=N2)C=2N(C1=CC=CC=C1C2)CC2CC2